C(C)(C)(C)OC(=O)N1C2CNCC1(C2)C2=NC=C(C=C2)C2=C1C=CC=NC1=CC(=C2)Cl (5-(7-chloroquinolin-5-yl)pyridin-2-yl)-3,6-diazabicyclo[3.1.1]heptane-6-carboxylic acid tert-butyl ester